P(=O)(OCC)(OCC)OCCOCCOCCOC diethyl (2-(2-(2-methoxyethoxy) ethoxy) ethyl) phosphate